2-((3,5-difluoro-4-((2-(trifluoromethyl)pyrimidin-5-yl)oxy)benzyl)oxy)-7,7a,8,9,10,11-hexahydro-4H,6H-pyridino[1,2-c]pyrimido[1,6-a]pyrimidine-4-one FC=1C=C(COC2=NC(N3C(N4C(CC3)CCCC4)=C2)=O)C=C(C1OC=1C=NC(=NC1)C(F)(F)F)F